(±)-t-butylsulfinamide C(C)(C)(C)[S@@](=O)N |r|